FC1=C(C(=CC=C1)F)NC(CSC=1SC(=NN1)C1=CC=C(C=C1)O)=O N-(2,6-difluorophenyl)-2-((5-(4-hydroxyphenyl)-1,3,4-thiadiazol-2-yl)thio)acetamide